ClC1=C(C(=O)NC2=NC(=CC=C2)C(=O)C2CCN(CC2)C)C=CC=C1 2-Chloro-N-[6-(1-methyl-piperidine-4-carbonyl)-pyridin-2-yl]-benzamide